[O-]S(=O)(=O)C(F)(F)F.[Sc+2].[O-]S(=O)(=O)C(F)(F)F Scandium(II) triflate